C(C)C=1C=C(C=CC1NC1=NC=C(C(=N1)[Sn](C)(C)C)C(F)(F)F)N1[C@H](CN(CC1)C(=O)OC(C)(C)C)C tert-butyl (S)-4-(3-ethyl-4-((5-(trifluoromethyl)-4-(trimethylstannyl)pyrimidin-2-yl)amino)phenyl)-3-methylpiperazine-1-carboxylate